ClC=1C=C(C=2N(N1)C(=NN2)C(C)C)NC2=NC=CC=C2OC 6-chloro-3-isopropyl-N-(3-methoxypyridin-2-yl)-[1,2,4]triazolo[4,3-b]pyridazin-8-amine